CN(CCC1C(OC(O1)(C)C)CO)C (5-(2-(dimethylamino)ethyl)-2,2-dimethyl-1,3-dioxolan-4-yl)methanol